4-azidobutane N(=[N+]=[N-])CCCC